Trans-2-(5-{7-Cyclopropyl-5-[(1R)-1-methyl-1,2,3,4-tetrahydroisoquinoline-2-carbonyl]pyrazolo[1,5-a]pyrimidin-2-yl}-6-fluoropyridin-2-yl)cyclopropane-1-carboxylic acid C1(CC1)C1=CC(=NC=2N1N=C(C2)C=2C=CC(=NC2F)[C@H]2[C@@H](C2)C(=O)O)C(=O)N2[C@@H](C1=CC=CC=C1CC2)C